C(CCCCCCC\C=C/CCCCCCCC)(=O)OCC(COC(CCCCCCC\C=C/CCCCCCCC)=O)OC(CCN1CCC1)=O 2-((3-(azetidin-1-yl)propanoyl)oxy)propane-1,3-diyl dioleate